C(C)(=O)N1CC2(CN(C2)C2=CC(=NC=C2C(=O)NC=2SC=3C(=NC=C(C3)C3=CC=NC=C3)N2)C)C1 4-(6-Acetyl-2,6-diazaspiro[3.3]heptan-2-yl)-6-methyl-N-(6-(pyridin-4-yl)thiazolo[4,5-b]pyridin-2-yl)nicotinamide